ClCCOCC(=O)NC12CC(C1)(C2)NC(OC(C)(C)C)=O tert-Butyl (3-(2-(2-chloroethoxy)acetamido)bicyclo[1.1.1]pentan-1-yl)carbamate